nonadecan-1-ol C(CCCCCCCCCCCCCCCCCC)O